[Na].CC1=CC=CC=2NN=NC21 methylbenzotriazole sodium salt